tert-butyl (3-(benzyloxy)-2-(((S)-but-3-en-2-yl)carbamoyl)-4-oxo-5-((2,4,6-trifluorobenzyl)carbamoyl)pyridin-1(4H)-yl)((R)-pent-4-en-2-yl)carbamate C(C1=CC=CC=C1)OC1=C(N(C=C(C1=O)C(NCC1=C(C=C(C=C1F)F)F)=O)N(C(OC(C)(C)C)=O)[C@H](C)CC=C)C(N[C@@H](C)C=C)=O